C1(CC1)C=1SC(=C(N1)C(=O)N1C2CC(CC1COC1=CC=C(C=C1)F)C2)C2=CC=CC=C2 2-(2-cyclopropyl-5-phenyl-1,3-thiazole-4-carbonyl)-3-[(4-fluorophenoxy)methyl]-2-azabicyclo[3.1.1]heptane